N-((5-methyl-1,3,4-oxadiazol-2-yl)methyl)-2,3-dihydro-1H-pyrrolo[3,4-c]pyridine-6-carboxamide CC1=NN=C(O1)CNC(=O)C1=CC2=C(C=N1)CNC2